C(CC)S(=O)(=O)[O-].C(C)(C)(C)[PH2+]C(C)(C)C (di-tert-butylphosphonium) propanesulfonate